4-(4-chloro-7-(phenylsulfonyl)-7H-pyrrolo[2,3-d]pyrimidin-6-yl)benzaldehyde ClC=1C2=C(N=CN1)N(C(=C2)C2=CC=C(C=O)C=C2)S(=O)(=O)C2=CC=CC=C2